[Cl-].[Cl-].C[Si](=[Zr+2](C1C(=CC2=CC=CC=C12)C)C1C(=CC2=CC=CC=C12)C)C dimethylsilanediyl-bis(2-methyl-indenyl)zirconium dichloride